2-bromo-4-(2-((6-chloropyridin-2-yl)oxy)ethoxy)-5-methoxypyridine BrC1=NC=C(C(=C1)OCCOC1=NC(=CC=C1)Cl)OC